6,7-dichloro-5-(2-fluoro-5-methoxy-phenyl)-3-methyl-1,3-dihydro-1,4-benzodiazepin-2-one ClC1=C(C=CC2=C1C(=NC(C(N2)=O)C)C2=C(C=CC(=C2)OC)F)Cl